ClC=1C=C(C=CC1F)NC(N(C=1C=NC(=CC1)OC)CC1=NNC(=C1C=COCC)C(F)(F)F)=O (3-Chloro-4-fluorophenyl)-1-((4-(2-ethoxyvinyl)-5-(trifluoromethyl)-1H-pyrazol-3-yl)methyl)-1-(6-methoxypyridin-3-yl)urea